C(CC)OC1=CC=C(C(=O)C2=C(C(=O)O)C=CC=C2)C=C1 2-(4-propoxybenzoyl)benzoic acid